The molecule is a hydroxy fatty acid anion that is the conjugate base of 3-hydroxyicosanoic acid, obtained by deprotonation of the carboxy group; major species at pH 7.3. It is a long-chain fatty acid anion, a 3-hydroxy fatty acid anion and a hydroxy fatty acid anion 20:0. It derives from an icosanoate. It is a conjugate base of a 3-hydroxyicosanoic acid. CCCCCCCCCCCCCCCCCC(CC(=O)[O-])O